1-(1Z-octadecenyl)-2-hexadecanoyl-glycero-3-phospho-(1'-sn-glycerol) CCCCCCCCCCCCCCCC/C=C\OC[C@H](COP(=O)(O)OC[C@H](CO)O)OC(=O)CCCCCCCCCCCCCCC